2-chloro-2'-cyclopropyl-6'-methyl-spiro[4,5-dihydrothieno[2,3-c]pyran-7,4'-piperidin]-4-ol ClC1=CC2=C(S1)C1(CC(NC(C1)C)C1CC1)OCC2O